(R)-N,N-dimethyl-2-(2-methyl-4-((6-(3-phenylisoxazolidin-2-yl)pyrimidin-4-yl)amino)phenyl)-2-Azaspiro[3.5]nonane-7-amine CN(C1CCC2(CN(C2)C2=C(C=C(C=C2)NC2=NC=NC(=C2)N2OCC[C@@H]2C2=CC=CC=C2)C)CC1)C